1-[(2-ethyl-6-methyl-phenyl)carbamothioyl]-3-[[3-[1-[4-(trifluoromethoxy)phenyl]-1H-1,2,4-triazol-3-yl]phenyl]methyl]urea C(C)C1=C(C(=CC=C1)C)NC(=S)NC(=O)NCC1=CC(=CC=C1)C1=NN(C=N1)C1=CC=C(C=C1)OC(F)(F)F